(R)-5-(5-(2,2-difluorovinyl)pyridin-3-yl)-N-(1-(4-fluorophenyl)ethyl)pyrazin-2-amine FC(=CC=1C=C(C=NC1)C=1N=CC(=NC1)N[C@H](C)C1=CC=C(C=C1)F)F